3-[(3S)-3-{[tert-butyl(dimethyl)silyl]oxy}-2-oxopyrrolidin-1-yl]-2-ethylbenzene-1-sulfonyl chloride [Si](C)(C)(C(C)(C)C)O[C@@H]1C(N(CC1)C=1C(=C(C=CC1)S(=O)(=O)Cl)CC)=O